7-fluoro-6-(1-(8-(2-methoxyethyl)-8-azabicyclo[3.2.1]octan-3-yl)piperidin-4-yl)-1-methyl-2-(4-(methylsulfonyl)phenyl)-1H-benzo[d]imidazole FC1=C(C=CC2=C1N(C(=N2)C2=CC=C(C=C2)S(=O)(=O)C)C)C2CCN(CC2)C2CC1CCC(C2)N1CCOC